2-methylpropan-2-yl ({[7-amino-1-(2-chloro-5-fluorophenyl)-1-hydroxy-4-methoxy-3-oxo-2,3-dihydro-1H-isoindol-5-yl]methyl}amino)methanoate NC=1C=C(C(=C2C(NC(C12)(O)C1=C(C=CC(=C1)F)Cl)=O)OC)CNC(=O)OC(C)(C)C